5-bromopyrazin-2(1H)-one BrC=1N=CC(NC1)=O